NC1=CC(=C(C=C1)O)CN(CC)CC 4-amino-2-(diethylaminomethyl)-phenol